methyl-D-aspartic acid CN[C@H](CC(=O)O)C(=O)O